ClC1=CC2=C(N(C(N=C2N2[C@H](CN(CC2)C(C=C)=O)C)=O)C2=NC=CC=C2C2CC2)N=C1C1=C(C=CC=C1)F 6-Chloro-1-(3-cyclopropyl-2-pyridinyl)-7-(2-fluorophenyl)-4-((2S)-2-methyl-4-(2-propenoyl)-1-piperazinyl)pyrido[2,3-d]pyrimidin-2(1H)-one